BrC=1C=C2C=NC(=NC2=CC1)N[C@H]1C[C@@H](CCC1)N(C)C |r| rac-(1R,3R)-N1-(6-bromoquinazolin-2-yl)-N3,N3-dimethylcyclohexane-1,3-diamine